C(C)OCC(CN1CCC(CC1)NC1=C2C=C(N(C2=CC=C1)CC(F)(F)F)C#CCNC1=C(C=C(C=C1)S(=O)(=O)C)OC)O 1-ethoxy-3-{4-[(2-{3-[(4-methanesulfonyl-2-methoxyphenyl)amino]prop-1-yn-1-yl}-1-(2,2,2-trifluoroethyl)-1H-indol-4-yl)amino]piperidin-1-yl}propan-2-ol